O1CCN(CC1)C=1SC=2C(=NC(=C(C2)NC(=O)C2=CC=CC(=N2)N2C[C@H](CC2)NC(OC(C)(C)C)=O)N2CCCCC2)N1 tert-butyl (S)-(1-(6-((2-morpholino-5-(piperidin-1-yl)thiazolo[4,5-b]pyridin-6-yl)carbamoyl)pyridin-2-yl)pyrrolidin-3-yl)carbamate